5-(4-(2-(6-Methylpyridin-2-yl)ethynyl)phenoxy)-1H-1,2,3-triazole-4-carboxylic acid CC1=CC=CC(=N1)C#CC1=CC=C(OC2=C(N=NN2)C(=O)O)C=C1